acryloyloxyethylphosphocholine C(C=C)(=O)OCCOP(=O)([O-])OCC[N+](C)(C)C